C1(CCCC1)C(C(C#N)C#N)C1=CC=CC=C1 2-(cyclopentyl-(phenyl)methyl)malononitrile